IC1=NN(C2=C(C=CC=C12)C)C=1C=CC(=NC1)N1[C@@H]2CN([C@H](C1)C2)C(=O)OC(C)(C)C tert-butyl (1S,4S)-5-[5-(3-iodo-7-methyl-1H-indazol-1-yl)pyridin-2-yl]-2,5-diazabicyclo[2.2.1]heptane-2-carboxylate